BrC1=NN=C(S1)N 5-Bromo-1,3,4-thiadiazol-2-amine